NC1=NC=CC2=C1C(=CN2[C@H]2C[C@@H](N(C2)C(=O)OC(C)(C)C)COC)C#CC2=CC1=C(N(C=N1)CC)C=C2 (2R,4S)-tert-butyl 4-(4-amino-3-((1-ethyl-1H-benzo[d]imidazol-5-yl)ethynyl)-1H-pyrrolo[3,2-c]pyridin-1-yl)-2-(methoxymethyl)pyrrolidine-1-carboxylate